C1(CCCCC1)C1N=C2N(C(N(C3=C2N=CC(=C3)N3CCOCC3)CC3=CC=C(C=C3)OC)=O)C1 2-cyclohexyl-6-(4-methoxybenzyl)-8-(morpholin-4-yl)-2,6-dihydroimidazo[1,2-c]pyrido[2,3-e]pyrimidin-5(3H)-one